C(OCC)(OCC(C(F)(F)F)(F)F)=O ethyl 2,2,3,3,3-pentafluoropropyl carbonate